COC=1C(=CC(=NC1)C)C1=C(C=NC(=C1)C)C(=O)NC=1SC2=C(N1)C(NC2)C(C=2C=CC=NC2)=O 5'-methoxy-2',6-dimethyl-N-(5-picolinoyl-5,6-dihydro-4H-pyrrolo[3,4-d]thiazol-2-yl)-[4,4'-bipyridine]-3-carboxamide